(S)-N-(1-Methoxypropan-2-yl)-5-(4-(trifluoromethyl)phenyl)quinoline-2-carboxamide COC[C@H](C)NC(=O)C1=NC2=CC=CC(=C2C=C1)C1=CC=C(C=C1)C(F)(F)F